C(C)N(CCCN)C N-ethyl-N-methylpropane-1,3-diamine